2-benzylaminoacetate C(C1=CC=CC=C1)NCC(=O)[O-]